Dikalium hydrogenphosphat Natrium dihydrogenphosphat P(=O)(O)(O)[O-].[Na+].P(=O)(O)([O-])[O-].[K+].[K+]